tert-butyl (4-((5-decylbenzo[d]oxazol-2-yl)amino)butyl)carbamate C(CCCCCCCCC)C=1C=CC2=C(N=C(O2)NCCCCNC(OC(C)(C)C)=O)C1